C(C)(C)(C)N1CC(C1)CN1N=C2C=CC(=CC2=C1)OCC1=CC=CC=C1 tert-butyl-3-((5-(benzyloxy)-2H-indazol-2-yl)methyl)azetidine